(1r,4s)-4-(3-bromoanilino)-6'-(2-methoxyethoxy)-2',3'-dihydrospiro[cyclohexane-1,1'-indene]-4-carboxylic acid BrC=1C=C(NC2(CCC3(CCC4=CC=C(C=C34)OCCOC)CC2)C(=O)O)C=CC1